N-(5-(7-fluorobenzo[d]oxazol-5-yl)-1-(3-hydroxy-3-methylbutyl)-1H-pyrazolo[3,4-b]pyridin-3-yl)-3,3-dimethylbutanamide FC1=CC(=CC=2N=COC21)C=2C=C1C(=NC2)N(N=C1NC(CC(C)(C)C)=O)CCC(C)(C)O